FC(CC1OC1)(C(C(C(C(C(C(C(F)(F)F)(C(F)(F)F)F)(F)F)(F)F)(F)F)(F)F)(F)F)F (2,2,3,3,4,4,5,5,6,6,7,7,8,9,9,9-hexadecafluoro-8-(trifluoromethyl)nonyl)oxirane